P,P',P''-(nitrilotris(methylene))tris-phosphonic acid C(N(CP(=O)(O)O)CP(=O)(O)O)P(=O)(O)O